ClC1=C(C=C(C=C1)[C@@]1(O[C@H]([C@H]([C@@H]([C@H]1O)O)O)OC)OCC)CC1=CC=C(C=C1)OCC (2S,3R,4S,5S,6R)-2-(4-chloro-3-(4-ethoxybenzyl)phenyl)-2-ethoxy-6-(methylhydroxy)tetrahydro-2H-pyran-3,4,5-triol